N-[(3S)-1-[2-[6-[3-(Difluoromethyl)-4-fluoro-phenyl]pyrazolo[4,3-b]pyridin-1-yl]acetyl]pyrrolidin-3-yl]acetamide FC(C=1C=C(C=CC1F)C=1C=C2C(=NC1)C=NN2CC(=O)N2C[C@H](CC2)NC(C)=O)F